C(C)(C)(C)OC(=O)N[C@@H](CC1=CC=CC=C1)C(=O)N[C@@H](C(C)C)C(=O)OCC1=CC=CC=C1 Benzyl (tert-butoxycarbonyl)-L-phenylalanyl-L-valinate